OC[C@H](C1=CC=CC=C1)NC1=CC(=NC=C1C1=NC(=NO1)C1=NC=CC=C1)NC=1C=C2C(N(C(C2=CC1)=O)C)(C)C (S)-5-((4-((2-hydroxy-1-phenylethyl)amino)-5-(3-(pyridin-2-yl)-1,2,4-oxadiazol-5-yl)pyridin-2-yl)amino)-2,3,3-trimethylisoindolin-1-one